ClC=1C(=NC=NC1C)NC(CC)C1=CC=C(C=C1)OC(F)F 5-chloro-N-{1-[4-(difluoromethoxy)phenyl]propyl}-6-methylpyrimidin-4-ylamine